1-benzyl-1,4-diazabicyclo[2.2.2]octane-1-ium C(C1=CC=CC=C1)[N+]12CCN(CC1)CC2